NC=1C=C(C(=C(C1)[C@@H](C)NC1=NC(=NC2=CC(=C(C=C12)OC)CN1CCOCC1)C)F)C(F)F (R)-N-(1-(5-amino-3-(difluoromethyl)-2-fluorophenyl)ethyl)-6-methoxy-2-methyl-7-(morpholinomethyl)quinazoline-4-amine